lead (II) bis(trimethylsilyl)amide C[Si](C)(C)[N-][Si](C)(C)C.[Pb+2].C[Si](C)(C)[N-][Si](C)(C)C